(S)-2-(5-fluoro-7-(pyrrolidin-2-yl)-2,3-dihydro-1H-inden-4-yl)-N-(3-(4-fluoropiperidin-1-yl)propyl)benzo[d]imidazo[2,1-b]thiazole-7-carboxamide FC=1C(=C2CCCC2=C(C1)[C@H]1NCCC1)C=1N=C2SC3=C(N2C1)C=CC(=C3)C(=O)NCCCN3CCC(CC3)F